6-[3-(Difluoromethoxy)-4-fluoro-phenyl]-3-methyl-pyrazin FC(OC=1C=C(C=CC1F)C1=CN=C(C=N1)C)F